6-((2-((3R,4R)-3-amino-4-fluoropiperidin-1-yl)-4,6-dichloro-1H-benzo[d]imidazol-1-yl)methyl)nicotinonitrile N[C@@H]1CN(CC[C@H]1F)C1=NC2=C(N1CC1=NC=C(C#N)C=C1)C=C(C=C2Cl)Cl